BrC=1C=CC(=C2C=CN=NC12)N1CC(CC1)N(C(OC(C)(C)C)=O)C tert-butyl N-[1-(8-bromocinnolin-5-yl) pyrrolidin-3-yl]-N-methylcarbamate